ethylhexyl laurate CCCCCCCCCCCC(=O)OCC(CC)CCCC